1,2-octadecanediol C(C(CCCCCCCCCCCCCCCC)O)O